FC1([C@H](C1)C1=CNC=2N=CN=C(C21)NCC2=NC(=CC=C2)N2CCNCC2)F |o1:2| (R*)-5-(2,2-Difluorocyclopropyl)-N-((6-(piperazin-1-yl)pyridin-2-yl)methyl)-7H-pyrrolo[2,3-d]pyrimidin-4-amine